N',N-di-ortho-tolyl-guanidine C1(=C(C=CC=C1)NC(NC1=C(C=CC=C1)C)=N)C